C(C)(C)C1=CC=C(C=C1)CC(C=O)C 3-(4-isopropylphenyl)-2-methylpropanal